tert-butyl (R)-2-((S)-7-(2,4-difluoro-6-(2-methoxyethoxy)phenyl)-4-(1-methyl-1H-indazol-5-yl)thieno[3,2-c]pyridin-6-yl)-4-methyl-6,7-dihydropyrazolo[1,5-a]pyrazine-5(4H)-carboxylate FC1=C(C(=CC(=C1)F)OCCOC)C=1C2=C(C(=NC1C1=NN3C([C@H](N(CC3)C(=O)OC(C)(C)C)C)=C1)C=1C=C3C=NN(C3=CC1)C)C=CS2